[Cl-].C(CCCCCCCC)(=O)OC[N+]1(CCC=C(C1)C1=NSN=C1OCCCCCC)C [5-(4-hexyloxy-1,2,5-thiadiazol-3-yl)-1-methyl-3,6-dihydro-2H-pyridin-1-ium-1-yl]methyl nonanoate chloride